4-(2-{[(2R,7aS)-2-fluoro-hexahydro-1H-pyrrolizin-7a-yl]methoxy}-4-[(2R,6S)-2,6-dimethylmorpholin-4-yl]-8-fluoroquinazolin-7-yl)-5-ethynyl-6-fluoronaphthalen-2-ol F[C@@H]1C[C@@]2(CCCN2C1)COC1=NC2=C(C(=CC=C2C(=N1)N1C[C@H](O[C@H](C1)C)C)C1=CC(=CC2=CC=C(C(=C12)C#C)F)O)F